C(C1=CC=CC=C1)OC(=O)N1CCN(CC1)C(C1=CC=CC=C1)C=1N=NN(N1)C(F)F 4-((2-(difluoromethyl)-2H-tetrazol-5-yl)(phenyl)methyl)piperazine-1-carboxylic acid benzyl ester